ClC1=NC(=CC(=C1)C=1C(=NN2C1N=C(C=C2)C(=O)NC21CC(C2)(C1)NC(OC(C)(C)C)=O)C1=CC(=CC=C1)C#N)C tert-Butyl N-[3-[[3-(2-chloro-6-methyl-4-pyridyl)-2-(3-cyanophenyl)pyrazolo[1,5-a]pyrimidine-5-carbonyl]amino]-1-bicyclo[1.1.1]pentanyl]carbamate